BrC1=CC(=C(C=C1)I)F 4-bromo-2-fluoro-1-iodo-benzene